(4R,5S)-5-isopropyl-1,3,2-dioxathiolane-4-carboxylic acid phenylmethyl ester 2-oxide C1(=CC=CC=C1)COC(=O)[C@@H]1OS(O[C@H]1C(C)C)=O